C1(CC(C(CC1)C(C)C)OC(CC(CC1=C(C=C(C(=C1)F)F)F)N)=O)C 3-amino-4-(2,4,5-trifluorophenyl)butanoic acid menthyl ester